O[C@@]1([C@@H](CC[C@H](C1)C)C(C)C)C(=O)NCCC1=NC=CC=C1C (1S,2S,5R)-1-hydroxy-2-isopropyl-5-methyl-N-[2-(3-methyl-2-pyridyl)ethyl]cyclohexanecarboxamide